BrC=1C=C(C=C2C(CC3(CC3)OC12)O)F 8-bromo-6-fluoro-spiro[chromane-2,1'-cyclopropane]-4-ol